(5-(3-fluorobenzyl)thiazol-2-yl)-1-(2-fluoroethyl)-6-oxo-1,6-dihydropyridazine-3-carboxamide FC=1C=C(CC2=CN=C(S2)C=2C(=NN(C(C2)=O)CCF)C(=O)N)C=CC1